N1=CC=C(C=C1)C1=CC=C(C(=O)O)C=C1 4-(pyridin-4-yl)benzoic acid